N-[5-methyl-6-(2-phenylethylsulfamoyl)-2-pyridyl]acetamide CC=1C=CC(=NC1S(NCCC1=CC=CC=C1)(=O)=O)NC(C)=O